ethyl 6-(((tert-butoxycarbonyl) amino) methyl)-5-chloro-1-(4-fluorophenyl)-2-oxo-1,2-dihydropyridine-3-carboxylate C(C)(C)(C)OC(=O)NCC1=C(C=C(C(N1C1=CC=C(C=C1)F)=O)C(=O)OCC)Cl